8-(4-(difluoromethoxy)phenyl)-2-ethoxy-6-(1-methyl-1H-benzo[d][1,2,3]triazol-6-yl)pyrido[2,3-d]pyrimidin-7(8H)-one FC(OC1=CC=C(C=C1)N1C(C(=CC2=C1N=C(N=C2)OCC)C=2C=CC1=C(N(N=N1)C)C2)=O)F